C(CCCCCCCCCCCCC)N1C(=C(C(C2=CC=CC=C12)=O)OC(=O)C(C)(C)C)C1=CC=CC=C1 N-tetradecyl-2-phenyl-3-t-butylcarbonyloxy-quinolin-4-one